C(C)N\N=C\C1=CC(=C(C=C1)O)OC 4-[(E)-(ethyl-hydrazono)methyl]-2-methoxy-phenol